3-((4-((2-(4-amino-4-methylpiperidin-1-yl)pyrido[2,3-b]pyrazin-6-yl)thio)-3-chloropyridin-2-yl)amino)-2,2-dimethylpropanecarbonitrile NC1(CCN(CC1)C=1N=C2C(=NC1)N=C(C=C2)SC2=C(C(=NC=C2)NCC(CC#N)(C)C)Cl)C